(E)-1-[2-[3,4-Dihydroxy-6-(hydroxymethyl)-5-methyloxan-2-yl]oxy-6-hydroxy-4-methylphenyl]-3-(4-methoxyphenyl)prop-2-en-1-one OC1C(OC(C(C1O)C)CO)OC1=C(C(=CC(=C1)C)O)C(\C=C\C1=CC=C(C=C1)OC)=O